C(CCCCCCC)SCC1=C(C(=CC(=C1)CSCCCCCCCC)C)O 2,4-dioctylthiomethyl-6-methyl-phenol